OC1=C(C(=C(C(=C1CC=C(CCC=C(CCC=C(CCC=C(CCC=C(CCC=C(CCC=C(CCC=C(CCC=C(CCC=C(C)C)C)C)C)C)C)C)C)C)C)C)[O-])OC)OC 4-hydroxy-2,3-dimethoxy-6-methyl-5-(3,7,11,15,19,23,27,31,35,39-decamethyltetraconta-2,6,10,14,18,22,26,30,34,38-decaenyl)phenolate